C1(CC1)OC[C@@H](C1=CC(=CC=C1)OC(F)F)NC(C[C@@H](C(C)(C)C)O)=O (S)-N-((R)-2-cyclopropyloxy-1-(3-(difluoromethoxy)phenyl)ethyl)-3-hydroxy-4,4-dimethylpentanamide